[Cl-].ClC=1C=[NH+]C=CC1 (3-chloropyridinium) chloride